4-amino-6-(trifluoromethyl)pyridinecarboxylic acid ethyl ester C(C)OC(=O)C1=NC(=CC(=C1)N)C(F)(F)F